hexahydroindene C1CC=C2CCCC2C1